Ammonium 3-((11-(phenylthio)undecyl)thio)propyl (R)-(((1-(6-amino-9H-purin-9-yl)propan-2-yl)oxy)methyl)phosphonate NC1=C2N=CN(C2=NC=N1)C[C@@H](C)OCP(OCCCSCCCCCCCCCCCSC1=CC=CC=C1)([O-])=O.[NH4+]